2-((4-(trifluoromethyl)benzyl)thio)benzo[d]oxazol-5-carboxylic acid FC(C1=CC=C(CSC=2OC3=C(N2)C=C(C=C3)C(=O)O)C=C1)(F)F